C(C)(C)(C)OC(=O)N1[C@H](CC(C1)=O)C(=O)O (R)-1-(tert-butoxycarbonyl)-4-oxopyrrolidine-2-carboxylic acid